4-(4-(3,3-dimethylbutoxy)phenyl)butan-1-ol CC(CCOC1=CC=C(C=C1)CCCCO)(C)C